CC=1N=C(SC1S(=O)(=O)N1CCN(CC1)C[C@H](C)NC=1C2=C(N=CN1)C(=CS2)C)N 4-methyl-5-({4-[(2S)-2-({7-methylthieno[3,2-d]pyrimidin-4-yl}amino)propyl]piperazin-1-yl}sulfonyl)-1,3-thiazol-2-amine